6-(3-(Difluoromethyl)-5-methylphenyl)-2-azaspiro[3.4]octan FC(C=1C=C(C=C(C1)C)C1CC2(CNC2)CC1)F